C(#N)/C=C/C1=C(C(=O)OC)C=CC=C1 methyl o-[(E)-2-cyanoethenyl]benzoate